Methyl 6-[1-ethyl-4-(trifluoromethyl)imidazol-2-yl]-5-fluoro-pyridine-3-carboxylate C(C)N1C(=NC(=C1)C(F)(F)F)C1=C(C=C(C=N1)C(=O)OC)F